3-(3-chlorophenyl)thiazolidin-4-one ClC=1C=C(C=CC1)N1CSCC1=O